C(C)OC1=NC=CC(=C1)B(O)O 2-ETHOXYPYRIDINE-4-BORONIC ACID